OC1(CCN(CC1)C(=O)[C@H]1[C@@H](CN(CC1)CC1=CN=C(S1)C=1C=NC(=CC1)OC)C1=CC=CC=C1)CN1C=NC=2N(C=NC2C1=O)C1=CC=CC=C1 1-[[4-hydroxy-1-[(3R,4R)-1-[[2-(6-methoxy-3-pyridinyl)thiazol-5-yl]methyl]-3-phenyl-piperidine-4-carbonyl]-4-piperidinyl]methyl]-9-phenyl-purin-6-one